N-(5-(3-(9H-purin-6-yl)pyridin-2-ylamino)-2-fluorophenyl)-6-(trifluoromethyl)picolinamide N1=CN=C2NC=NC2=C1C=1C(=NC=CC1)NC=1C=CC(=C(C1)NC(C1=NC(=CC=C1)C(F)(F)F)=O)F